OC(CCCC(=O)O)CCCCCCCCCCCCCCCCCCCCCCCCC 5-Hydroxy-triacontanoic acid